N1C(C=CCCC1)=O 1,5,6,7-tetrahydroazepine-2-one